(S)-2-carbamoyl-4,4-difluoropyrrolidine-1-carboxylic acid tert-butyl ester C(C)(C)(C)OC(=O)N1[C@@H](CC(C1)(F)F)C(N)=O